3-(18-ethyl-13-(hydroxymethyl)-2,5,8,12,17-pentamethyl-7h,8h-porphyrin-7-yl)propionic acid methyl ester zinc [Zn].COC(CCC1C2=C(C3=CC(=C(N3)C=C3C(=C(C(C=C4C(=C(C(=CC(C1C)=N2)N4)C)CO)=N3)C)CC)C)C)=O